4-[2-(4-chloro-3-fluorophenoxy)acetamido]bicyclo[2.2.2]octane-1-carboxylic acid methyl ester COC(=O)C12CCC(CC1)(CC2)NC(COC2=CC(=C(C=C2)Cl)F)=O